(S)-N-(3-(3-bromophenyl)-1-(methylamino)-1-oxopropan-2-yl)-1-(4-nitrobenzyl)-3-phenyl-1H-pyrazole-5-carboxamide BrC=1C=C(C=CC1)C[C@@H](C(=O)NC)NC(=O)C1=CC(=NN1CC1=CC=C(C=C1)[N+](=O)[O-])C1=CC=CC=C1